(R)-6-fluoro-N-methyl-5-(2-methylpiperazin-1-yl)pyridineamide hydrochloride Cl.FC1=C(C=CC(=N1)C(=O)NC)N1[C@@H](CNCC1)C